BrC1=CC=C(C(=O)C2=C(C(=C3C=CC=CN23)N2C(C=CC=C2)=O)C2=CC=C(C=C2)Br)C=C1 1-(3-(4-bromobenzoyl)-2-(4-bromophenyl)indolizin-1-yl)pyridin-2(1H)-one